NCC=1C=C(C=CC1)C=1C=CC=C2C=CC(=CC12)COC1=C(C=CC=C1)CC(=O)OCC ethyl 2-(2-((8-(3-(aminomethyl)phenyl)naphthalen-2-yl)methoxy)phenyl)acetate